OC1(CCCCC1)C=1N=NNC1 4-(1-hydroxycyclohexyl)-1H-1,2,3-triazol